C(CCCC(C)C)N isoheptylamine